7-Ethyl-6-oxo-5,6-dihydro-1,5-naphthyridin C(C)C=1C(NC=2C=CC=NC2C1)=O